4-(5-((2-chlorophenyl)amino)-1H-pyrazolo[3,4-c]pyridin-1-yl)-N-(1-methyl-4,5-dihydro-1H-imidazol-2-yl)thiophene-2-carboxamide ClC1=C(C=CC=C1)NC=1C=C2C(=CN1)N(N=C2)C=2C=C(SC2)C(=O)NC=2N(CCN2)C